C(C)(C)(C)OC(=O)NCC(CNC=1C=C(C(=O)OC)C=CC1[N+](=O)[O-])OC methyl 3-[[3-(tert-butoxycarbonylamino)-2-methoxy-propyl] amino]-4-nitro-benzoate